(R)-1-(4-chloro-3-fluorophenyl)-2,2,2-trifluoroethan-1-amine hydrochloride Cl.ClC1=C(C=C(C=C1)[C@H](C(F)(F)F)N)F